(4-aminopiperidin-1-yl)methanone NC1CCN(CC1)C=O